1,1,4,4-tetramethylpiperazine-1,4-diium C[N+]1(CC[N+](CC1)(C)C)C